2,2-di-(t-butyl-peroxy)butane C(C)(C)(C)OOC(C)(CC)OOC(C)(C)C